CN(C(=O)C1=CC(=NC(=N1)OC[C@H]1N(CCC1)C)N1CCN(CC1)C(=O)OC(C)(C)C)C1=CC=CC2=CC=CC=C12 tert-butyl 4-[6-[methyl(1-naphthyl)carbamoyl]-2-[[(2S)-1-methylpyrrolidin-2-yl]methoxy]pyrimidin-4-yl]piperazine-1-carboxylate